((4S,5S)-2,2-dimethyl-5-(thiophen-3-yl)-1,3-dioxolan-4-yl)methyl sulfamate S(N)(OC[C@@H]1OC(O[C@H]1C1=CSC=C1)(C)C)(=O)=O